ClC1=CC=C(C(=O)NC2=CC=C(C=C2)[C@@H]2CNCC2)C=C1 |r| (RS)-4-Chloro-N-(4-pyrrolidin-3-yl-phenyl)-benzamid